(6-aminopyridazin-4-yl)methanol NC1=CC(=CN=N1)CO